2,2-difluoro-2-(3-(methylsulfonyl)phenyl)acetic acid FC(C(=O)O)(C1=CC(=CC=C1)S(=O)(=O)C)F